methylvinylidene diacetate C(C)(=O)OC(=CC)OC(C)=O